hexane tetrafluoroborate F[B-](F)(F)F.CCCCCC